C(C=C)NC(C1=CC(C(=O)N(C)CC=C)=CC(=C1)[N+](=O)[O-])=O N,N'-diallyl-N'-methyl-5-nitroisophthalamide